CC1CC(CCC1)C(C)C 1-Methyl-3-isopropylcyclohexane